C(C1=CC=CC=C1)(=O)NC1=CC(=NN1C)C1=CC=C(C=C1)NC(=O)C1CCOCC1 N-(4-(5-Benzamido-1-methyl-1H-pyrazol-3-yl)phenyl)tetrahydro-2H-pyran-4-carboxamide